C1(CCCC1)N1CCN(CC1)C1=C(C=C(C(=C1)OC)NC1=NC=NC(=C1)N1OCC[C@@H]1C1=CC=CC=C1)NC(C=C)=O N-(2-(4-cyclopentylpiperazine-1-yl)-4-methoxy-5-((6-((R)-3-phenylisoxazolidine-2-yl)pyrimidine-4-yl)amino)phenyl)acrylamide